(6-((5-fluoro-4-(1-isopropyl-2-methyl-1H-benzo[d]imidazol-6-yl)pyrimidin-2-yl)amino)-2-methylpyridin-3-yl)methanone p-toluenesulfonate CC1=CC=C(C=C1)S(=O)(=O)O.FC=1C(=NC(=NC1)NC1=CC=C(C(=N1)C)C=O)C=1C=CC2=C(N(C(=N2)C)C(C)C)C1